5-Amino-8-(2-furyl)-1-methyl-3-[2-[4-(3-methyl-2-oxo-butyl)piperazin-1-yl]ethyl][1,2,4]triazolo[5,1-f]purin-2-one NN1C=NC(=C2N3C(N=C12)N(C(N3C)=O)CCN3CCN(CC3)CC(C(C)C)=O)C=3OC=CC3